5-diethylamino-2-hydroxy-benzaldehyde C(C)N(C=1C=CC(=C(C=O)C1)O)CC